COC(=O)[C@]1(N(C[C@H](C1)O)C(=O)OC(C)(C)C)CC(=C)CCl (2S,4S)-2-(2-(chloromethyl)allyl)-4-hydroxy-pyrrolidine-1,2-dicarboxylic acid 1-(tert-butyl) 2-methyl ester